N-[2-[4-(hydroxymethyl)cyclohexyl]-7-methoxy-imidazo[1,2-a]pyridin-6-yl]-6-(trifluoromethyl)pyridine-2-carboxamide OCC1CCC(CC1)C=1N=C2N(C=C(C(=C2)OC)NC(=O)C2=NC(=CC=C2)C(F)(F)F)C1